FC=1C(=CC(=NC1)OC)C(C(=S)N1C[C@@]2(NC3=NC(=C(C=C3CC2)C2=NC=CC=N2)C)CC1)C 2-(5-fluoro-2-methoxypyridin-4-yl)-1-((S)-7'-methyl-6'-(pyrimidin-2-yl)-3',4'-dihydro-1'h-spiro[pyrrolidine-3,2'-[1,8]naphthyridin]-1-yl)propan-1-thione